tert-butyl (2R,5S)-2,5-dimethyl-4-(5-(trifluoromethyl)-7-(4-(trifluoromethyl)pyridin-2-yl)-7H-pyrrolo[2,3-d]pyrimidin-4-yl)piperazine-1-carboxylate C[C@H]1N(C[C@@H](N(C1)C=1C2=C(N=CN1)N(C=C2C(F)(F)F)C2=NC=CC(=C2)C(F)(F)F)C)C(=O)OC(C)(C)C